(S)-N-((E)-(7-((S)-1-(5,5-Difluoro-2-oxotetrahydropyrimidin-1(2H)-yl)-2-methoxyethyl)imidazo[1,2-b]pyridazin-2-yl)methylene)-2-methylpropane-2-sulfinamide FC1(CNC(N(C1)[C@H](COC)C1=CC=2N(N=C1)C=C(N2)\C=N\[S@@](=O)C(C)(C)C)=O)F